p-chlorophenylmethyl ether thianthrene salt C1=CC=CC=2SC3=CC=CC=C3SC12.ClC1=CC=C(C=C1)COCC1=CC=C(C=C1)Cl